N(=[N+]=[N-])CC=1C2=CC(=CC=C2N=C2C3=CC=4[C@@](C(OCC4C(N3CC12)=O)=O)(O)CC)OC (19S)-10-(Azidomethyl)-19-ethyl-19-hydroxy-7-methoxy-17-oxa-3,13-diazapentacyclo[11.8.0.02,11.04,9.015,20]henicosa-1(21),2,4,6,8,10,15(20)-heptaene-14,18-dione